4-{1-[1-(2,4-dichloro-5-fluoro-phenyl)ethyl]-1H-pyrazol-4-yl}-1H-pyrrolo[2,3-b]pyridine ClC1=C(C=C(C(=C1)Cl)F)C(C)N1N=CC(=C1)C1=C2C(=NC=C1)NC=C2